3-(2-aminoethyl)-1-methylpyridin-2(1H)-one NCCC=1C(N(C=CC1)C)=O